5-(2-((3,3-difluoro-1-methylcyclobutyl)amino)-2-oxoacetyl)-N-(3,4-difluorophenyl)-4-methoxy-1,2-dimethyl-1H-pyrrole-3-carboxamide FC1(CC(C1)(C)NC(C(=O)C1=C(C(=C(N1C)C)C(=O)NC1=CC(=C(C=C1)F)F)OC)=O)F